C(C)S(=O)(=O)C=1C=C(C=NC1C1=NC2=C(C=NC(=C2)C(F)(F)F)N1C)C(C#N)(F)F 2-[5-ethylsulfonyl-6-[3-methyl-6-(trifluoromethyl)imidazo[4,5-c]pyridin-2-yl]-3-pyridyl]-2,2-difluoro-acetonitrile